BrC=1C=CC2=C(N(C(=N2)[C@H](CC(C(F)(F)F)(C)C)N[S@@](=O)C(C)(C)C)COCC[Si](C)(C)C)C1 (S)-N-((S)-1-(6-bromo-1-((2-(trimethylsilyl)ethoxy)methyl)-1H-benzo[d]imidazol-2-yl)-4,4,4-trifluoro-3,3-dimethylbutyl)-2-methylpropane-2-sulfinamide